C(C)(C)(C)C1=CC=C(C=C1)C(CNS(=O)(=O)C1=CC=C(C=C1)C)C1=CC=C(C=C1)Cl N-(2-(4-(tert-butyl)phenyl)-2-(4-chlorophenyl)ethyl)-4-methylbenzenesulfonamide